C(C=C)(=O)OC1=C(C=C(C=C1C)[S+](C1=CC=CC=C1)C1=CC=CC=C1)C (4-acryloxy-3,5-dimethylphenyl)diphenyl-sulfonium